C1=CC(=CC=C1CCN)O p-hydroxyphenethylamine